2-(4,4-difluoro-3-methylpiperidin-1-yl)-5,6,7,8,9,10-hexahydrocycloocta[b]pyridine-3-carboxylic acid FC1(C(CN(CC1)C1=C(C=C2C(=N1)CCCCCC2)C(=O)O)C)F